tetradecene-1-aldehyde C(C=CCCCCCCCCCCC)=O